Cl.Cl.C1(=NC=CC2=CC=CC=C12)NC(=O)[C@@H]1CNC[C@H]1C1=CC=CC=C1 |r| (±)-trans-N-(isoquinolin-1-yl)-4-phenylpyrrolidine-3-carboxamide dihydrochloride